BrC=1C(=NC(=CC1)C=1N=NN(C1COC1OCCCC1)C)C#N 3-bromo-6-(1-methyl-5-(((tetrahydro-2H-pyran-2-yl)oxy)methyl)-1H-1,2,3-triazol-4-yl)picolinonitrile